CC(C(CN1N=CN=C1)O)C 3-methyl-1-(1H-1,2,4-triazol-1-yl)butan-2-ol